(4aS,11aR,12aS)-3-(N-Acetylcarbamoyl)-10-(dimethylamino)-2,5,7-trihydroxy-4,6-dioxo-1,4a,11,11a,12,12a-hexahydro-4a-naphthacenyl acetate C(C)(=O)O[C@]12C(C(=C(C[C@@H]2C[C@@H]2CC3=C(C=CC(=C3C(C2=C1O)=O)O)N(C)C)O)C(NC(C)=O)=O)=O